N-(6-(2-(dimethylamino)ethoxy)pyridin-3-yl)-2-(1H-imidazol-1-yl)thieno[3,2-d]pyrimidine-4-carboxamide CN(CCOC1=CC=C(C=N1)NC(=O)C=1C2=C(N=C(N1)N1C=NC=C1)C=CS2)C